1-amino-6,7-dichloro-5-(2,6-difluorophenyl)-3-methyl-3H-1,4-benzodiazepin-2-one NN1C(C(N=C(C2=C1C=CC(=C2Cl)Cl)C2=C(C=CC=C2F)F)C)=O